4-(2-(4-((3,5-Difluoro-4-(trifluoromethoxy)benzyl)amino)butoxy)ethoxy)-3H-pyrazolo[3,4-c]quinoline-7-carboxylic acid FC=1C=C(CNCCCCOCCOC2=NC=3C=C(C=CC3C3=C2NN=C3)C(=O)O)C=C(C1OC(F)(F)F)F